NC1=NC(=C(C=2N1N=C(N2)CC2CCCCC2)C2=CC=NN2CC)C=2C=C(C#N)C=CC2 3-(5-amino-2-(cyclohexylmethyl)-8-(1-ethyl-1H-pyrazol-5-yl)-[1,2,4]triazolo[1,5-c]pyrimidin-7-yl)benzonitrile